C(C)(C)(C)OC(CC1(CC2=CC=CC=C2C1)C(N[C@@H](CC1=CNC2=CC=CC=C12)C=1OC(=NN1)CNC(=O)OC(C)(C)C)=O)=O.[N+](#[C-])C1=C(C=CC=C1)P(C1=CC=CC=C1)C1=CC=CC=C1 (isocyano)triphenylphosphine tert-butyl-(S)-2-(2-((1-(5-(((tert-butoxycarbonyl)amino)methyl)-1,3,4-oxadiazol-2-yl)-2-(1H-indol-3-yl)ethyl)carbamoyl)-2,3-dihydro-1H-inden-2-yl)acetate